2-(4-fluoro-2-methoxyphenoxy)-N-(3-aminosulfonylphenyl)quinoline-3-carboxamide FC1=CC(=C(OC2=NC3=CC=CC=C3C=C2C(=O)NC2=CC(=CC=C2)S(=O)(=O)N)C=C1)OC